(1-(4-fluorophenyl)-5-(4-isopropylphenyl)-1H-1,2,4-triazol-3-yl)(4-methylpiperidin-1-yl)methanone FC1=CC=C(C=C1)N1N=C(N=C1C1=CC=C(C=C1)C(C)C)C(=O)N1CCC(CC1)C